FC1=C(OC2=CC=C(C=C2)C2=NC3=CC(=C(C=C3C(=N2)N)OCCOC)OCCOC)C=CC=C1 (4-(2-fluorophenoxy)phenyl)-6,7-bis(2-methoxyethoxy)quinazolin-4-amine